C1[C@@H]([C@H](C(=O)O1)C(=O)C2=CC3=C(C=C2)OCO3)[C@@H](C4=CC5=C(C=C4)OCO5)O The molecule is a lignan isolated from the leaves of Piper sanguineispicum. It has a role as a plant metabolite. It is a lignan, a member of benzodioxoles and a gamma-lactone.